(5-amino-2-(methylamino)phenyl)(phenyl)methanone NC=1C=CC(=C(C1)C(=O)C1=CC=CC=C1)NC